C1(CCCC1)[C@@H]1[C@@H](C2=CC=C(C=C2CC1)O)C1=CC=C(C=C1)N1CCCCC1 1-(4-((1R,2R)-2-Cyclopentyl-6-hydroxy-1,2,3,4-tetrahydronaphthalen-1-yl)phenyl)piperidine